(R)-3-Hydroxy-1-methyl-3-(3-(3-(2-((1-methyl-1H-pyrazol-4-yl)amino)pyrimidin-4-yl)phenyl)isoxazol-5-yl)pyrrolidin-2-one O[C@@]1(C(N(CC1)C)=O)C1=CC(=NO1)C1=CC(=CC=C1)C1=NC(=NC=C1)NC=1C=NN(C1)C